2-methyl-1,2-propanediol CC(CO)(C)O